(3Z,5a)-3-[(2-Aminoethoxy)imino]androstane-6,17-dione NCCO\N=C\1/C[C@@H]2C(C[C@H]3[C@@H]4CCC([C@@]4(C)CC[C@@H]3[C@]2(CC1)C)=O)=O